O(C(=O)C)CCN(C1=CC=C(C=O)C=C1)CCOC(=O)C 4-[bis[2-(acetoxyl)ethyl]amino]benzaldehyde